(4aR,8aS)-6-(3-(2'-Chloro-[1,1'-biphenyl]-4-yl)azetidin-1-carbonyl)hexahydro-2H-pyrido[4,3-b][1,4]oxazin-3(4H)-on ClC1=C(C=CC=C1)C1=CC=C(C=C1)C1CN(C1)C(=O)N1C[C@@H]2[C@@H](OCC(N2)=O)CC1